[Al].N(=O)N(O)C1=CC=CC=C1 nitroso-phenyl-hydroxylamine aluminum salt